C(#N)C1=CC(=C(OCC2=NC=CC(=N2)OC2CCN(CC2)CC2=NC3=C(N2C[C@H]2OCC2)C=C(C=C3C)C(=O)O)C=C1)F 2-{[4-({2-[(4-cyano-2-fluorophenoxy)methyl]pyrimidin-4-yl}oxy)piperidin-1-yl]methyl}-4-methyl-1-{[(2S)-oxetan-2-yl]methyl}-1H-1,3-benzodiazole-6-carboxylic acid